ClC1=NC(=CC(=C1)C=1C=C(C=CC1C)NC(=O)N1C[C@@H](CC1)CC(F)(F)F)N1CCOCC1 (3S)-N-[3-[2-chloro-6-(morpholin-4-yl)pyridin-4-yl]-4-methyl-phenyl]-3-(2,2,2-trifluoroethyl)pyrrolidine-1-carboxamide